5-[2-(2-{[(4-Methyl-decahydroquinolin-1-yl)sulfonyl]amino}phenyl)ethynyl]-pyridin CC1CCN(C2CCCCC12)S(=O)(=O)NC1=C(C=CC=C1)C#CC=1C=CC=NC1